C[Si](O[C@H]1C[C@H](CC1)C=1C=C(N(N1)C(C)(C)C)NC(=O)OCC1=CC=CC=C1)(C(C)(C)C)C benzyl ({5-[(1S,3R)-3-{[dimethyl(2-methylprop-2-yl)silyl]oxy}cyclopentyl]-2-(2-methylprop-2-yl)pyrazol-3-yl}amino)methanoate